C(C=C)(=O)N1[C@@H](CCC1)C1=NC(=C2N1C=CN=C2N)C2=CC=C(C(=O)NC1=NC=CC(=C1)F)C=C2 (S)-4-(3-(1-acryloylpyrrolidin-2-yl)-8-aminoimidazo[1,5-a]pyrazin-1-yl)-N-(4-fluoropyridin-2-yl)benzamide